C(C1=CC=CC=C1)[C@@]1(N([C@@H](CC1)CCC)C(=O)OC1=NC(=NC=C1F)C=1N=C(C=2N(C1)C=CN2)CC2=C(C=C(C(=C2)F)C)F)[C@H](O)C2=CC(=CC=C2)F 5-fluoro-2-(8-(2,5-difluoro-4-methylbenzyl)imidazo[1,2-a]pyrazin-6-yl)pyrimidin-4-ol benzyl-(2R,5R)-2-((R)-(3-fluorophenyl)(hydroxy)-methyl)-5-propylpyrrolidine-1-carboxylate